heptadecan-9-yl (E)-8-((3-(N-(methylsulfonyl)formimidamido)propyl)(8-oxo-8-(undecan-3-yloxy)octyl)amino)octanoate CS(=O)(=O)N(\C=N\[H])CCCN(CCCCCCCC(=O)OC(CCCCCCCC)CCCCCCCC)CCCCCCCC(OC(CC)CCCCCCCC)=O